2-fluoro-6-hydroxy-benzaldehyde FC1=C(C=O)C(=CC=C1)O